OCCC[NH-] hydroxylpropylamid